FC1=CC=C(C=C1)N1C=NN(C1=O)CC1=CC(=C(OC(C(=O)OCC)(C)C)C(=C1)C)C Ethyl 2-(4-((4-(4-fluorophenyl)-5-oxo-4,5-dihydro-1H-1,2,4-triazol-1-yl)methyl)-2,6-dimethylphenoxy)-2-methylpropionate